2-(3,4,5-trifluorobenzylidene)hydrazine-carboximidamide FC=1C=C(C=NNC(N)=N)C=C(C1F)F